C(C)(=O)OC(COCCC)C propylene glycol monopropyl ether acetate